(2-methyl-2-(4-nitrophenyl)propyl)acetamide CC(CCC(=O)N)(C)C1=CC=C(C=C1)[N+](=O)[O-]